CN[C@]1(CNCCC1)C (R)-N,3-dimethylpiperidin-3-amine